C(CCCCCCCCCCCCCCC)OC(CCCCCCC\C=C/CCCCCCCC)=O.C(CCCCCCCCCCCCCCC)(=O)OCCCCCCCCCCCCCCCC hexadecyl palmitate Hexadecyl-oleate